O=C1NC(CCC1N1C(C2=CC=C(C=C2C1)CCCOCCOCCOCCC(=O)OC(C)(C)C)=O)=O tert-butyl 3-(2-(2-(3-(2-(2,6-dioxopiperidin-3-yl)-1-oxoisoindolin-5-yl)propoxy)ethoxy)ethoxy)propanoate